DIHYDROIMIDAZO[1,2-A]PYRAZIN N1CCN2C1=CN=CC2